4-bromo-2-(tert-butyl)phenol BrC1=CC(=C(C=C1)O)C(C)(C)C